ONC(=N)C1=NC=CN=C1SC1=CC=CC=C1 N-hydroxy-3-phenylsulfanyl-pyrazine-2-carboxamidine